2-(2-(cyclopropanesulfonamido)thiazol-4-yl)-N-(2-fluoro-4-(6-(2-methoxypropan-2-yl)pyrazin-2-yl)phenyl)butanamide C1(CC1)S(=O)(=O)NC=1SC=C(N1)C(C(=O)NC1=C(C=C(C=C1)C1=NC(=CN=C1)C(C)(C)OC)F)CC